N1[C@@H](CCC1=O)C(=O)[O-] pyroGlutamate